3-chloro-1H-pyrazole-4-carboxylic acid ethyl ester C(C)OC(=O)C=1C(=NNC1)Cl